(4-bromo-2-iodo-6-methylphenyl)-2,2,2-trifluoroacetamide BrC1=CC(=C(C(=C1)C)NC(C(F)(F)F)=O)I